N-[(3-exo)-8-Azabicyclo[3.2.1]oct-3-yl]-6-(7-fluoro-2-methyl-2H-indazol-5-yl)[1,3]thiazolo[4,5-c]pyridin-2-amin-Hydrochlorid Cl.C12CC(CC(CC1)N2)NC=2SC1=C(C=NC(=C1)C1=CC3=CN(N=C3C(=C1)F)C)N2